3-[[4-[(2R)-2-[(7-tert-butoxycarbonyl-7-azaspiro[3.5]nonan-2-yl)amino]-4-methyl-pentoxy]-6-(2,6-dimethylphenyl)-2-pyridyl]sulfamoyl]benzoic acid C(C)(C)(C)OC(=O)N1CCC2(CC(C2)N[C@@H](COC2=CC(=NC(=C2)C2=C(C=CC=C2C)C)NS(=O)(=O)C=2C=C(C(=O)O)C=CC2)CC(C)C)CC1